4,6-difluoro-1H-pyrrolo[2,3-b]pyridine FC1=C2C(=NC(=C1)F)NC=C2